6-(2-isopropylphenyl)-N-(4-(1-methyl-4-(trifluoromethyl)-1H-imidazol-2-yl)benzyl)-1H-pyrazolo[3,4-d]pyrimidin-4-amine C(C)(C)C1=C(C=CC=C1)C1=NC(=C2C(=N1)NN=C2)NCC2=CC=C(C=C2)C=2N(C=C(N2)C(F)(F)F)C